1,2-dodecylene oxide C1C(CCCCCCCCCC)O1